2-{3-[(3r,5s)-3,5-dimethylpiperazin-1-yl]-1,2,4-triazin-6-yl}-5-(2,8-dimethyl-[1,2,4]triazolo[1,5-a]pyrazin-6-yl)phenol dihydrochloride Cl.Cl.C[C@@H]1CN(C[C@@H](N1)C)C=1N=NC(=CN1)C1=C(C=C(C=C1)C=1N=C(C=2N(C1)N=C(N2)C)C)O